1-amino-N-(tert-butyl)cyclopropane-1-carboxamide NC1(CC1)C(=O)NC(C)(C)C